(E)-3-chloro-6-hydroxy-4-methoxy-5-((2E,4E)-5-((1R,2R,6R,E)-3-(methoxyimino)-1,2,6-trimethylcyclohexyl)-3-methylpenta-2,4-dien-1-yl)-2-methylbenzaldehyde O-methyloxime CO\N=C\C1=C(C(=C(C(=C1O)C\C=C(\C=C\[C@@]1([C@H](/C(/CC[C@H]1C)=N/OC)C)C)/C)OC)Cl)C